4-((4-bromo-2-fluorophenoxy)methyl)piperidine BrC1=CC(=C(OCC2CCNCC2)C=C1)F